C(#N)CCOC1=C2N=CN(C2=NC(=N1)NC(COC1=CC=CC=C1)=O)[C@@H]1OCCN(C1)C(C1=CC=CC=C1)(C1=CC=CC=C1)C1=CC=CC=C1 (2S,6R)-6-[6-(2-Cyanoethoxy)-2-[(2-phenoxyacetyl)amino]purine-9-yl]-4-tritylmorpholin